3-(benzo[d]thiazol-2-yl)propanoic acid S1C(=NC2=C1C=CC=C2)CCC(=O)O